C(C)OC1=NC=C(C2=CC=CC=C12)C1=CC2=CC=CC=C2C=C1 1-ethoxy-4-(naphthalene-2-yl)isoquinoline